4-((5,7-dichloro-1,3-benzodiazol-1-yl)methyl)phenylboronic acid ClC1=CC2=C(N(C=N2)CC2=CC=C(C=C2)B(O)O)C(=C1)Cl